3-[6-bromo-3-[5-(difluoromethoxy)-3-pyridyl]-2,4-dioxo-thieno[3,2-d]pyrimidin-1-yl]propanenitrile BrC1=CC=2N(C(N(C(C2S1)=O)C=1C=NC=C(C1)OC(F)F)=O)CCC#N